COC1=C(C(=CC=C1)OC)S(=O)(=O)NC1=NOC2=C1C(=CC(=C2)C2=NC=CC(=C2)N2CCN(CC2)C(C#C)=O)OC 2,6-dimethoxy-N-(4-methoxy-6-(4-(4-propioloylpiperazin-1-yl)pyridin-2-yl)benzo[d]isoxazol-3-yl)benzenesulfonamide